3-{1-[4-(2-morpholin-4-yl-ethoxy)-phenyl]-1H-[1,2,3]triazol-4-yl}-1H-quinolin-2-one N1(CCOCC1)CCOC1=CC=C(C=C1)N1N=NC(=C1)C=1C(NC2=CC=CC=C2C1)=O